NC(C(=O)OC)=C methyl aminoacrylate